FC(C=1C=C(C=CC1)NC1=CC=CC=C1)(F)F N-(3-(trifluoromethyl)phenyl)aniline